BrC=1C=C2C3(CN(C2=CC1)C(=O)C1=CC(=CC=C1)S(=O)(=O)N1C(CC1)(C)C)CCC1(CC3)CC1 (5''-bromodispiro[cyclopropane-1,1'-cyclohexane-4',3''-indolin]-1''-yl)(3-((2,2-dimethylazetidin-1-yl)sulfonyl)phenyl)methanone